3-{4-[3-(2-chloro-6-fluorophenyl)-4-(pyrazin-2-yl)-1,2-oxazol-5-yl]-5-methyl-1H-pyrazol-1-yl}-1-methylcyclobutan-1-ol ClC1=C(C(=CC=C1)F)C1=NOC(=C1C1=NC=CN=C1)C=1C=NN(C1C)C1CC(C1)(O)C